C(C1=CC=CC=C1)OCOCCCC(CC(C)Cl)C 6-chloro-4-methylheptyl benzyloxymethyl ether